O=C1N(C2=CC=C(C=C2N=C1)NC(CCC1=CC(=CC=C1)C(F)(F)F)=O)[C@@H](C)C1=NC(=CC=C1)OC(F)(F)F N-{2-oxo-1-[(1S)-1-[6-(trifluoromethoxy)pyridin-2-yl]ethyl]quinoxalin-6-yl}-3-[3-(trifluoromethyl)phenyl]propanamide